CNCC1=CC=NC2=CC=C(C=C12)C=1C(=NNC1)C1=NC(=CC=C1)C N-methyl-1-[6-[3-(6-methyl-2-pyridyl)-1H-pyrazol-4-yl]-4-quinolyl]methanamine